7-(4-(tertbutoxycarbonyl)piperazine-1-yl)-2-oxo-2H-chromene-3-carboxylic acid C(C)(C)(C)OC(=O)N1CCN(CC1)C1=CC=C2C=C(C(OC2=C1)=O)C(=O)O